2-Methyl-2-(4-(trifluoromethyl)phenyl)propan-1-ol CC(CO)(C)C1=CC=C(C=C1)C(F)(F)F